O(C(=O)C)C(C12CC(C1)(C2)C=2C=C(C(=O)O)C=CC2)C2=CC=C(C=C2)OC 3-(3-(acetoxyl(4-methoxyphenyl)methyl)bicyclo[1.1.1]pentan-1-yl)benzoic acid